N-Ethyl-2,2-diisopropylbutanamid C(C)NC(C(CC)(C(C)C)C(C)C)=O